5-(5-hydroxy-3a,5,6,6a-tetrahydro-4H-cyclopenta[d]isoxazol-3-yl)-2-methoxybenzoic acid OC1CC2C(C(=NO2)C=2C=CC(=C(C(=O)O)C2)OC)C1